tert-butyl 1-(4-(N-tert-butylsulfamoyl) phenyl)-2-oxo-1,2,3,4-tetrahydroquinolin-3-ylcarbamate C(C)(C)(C)NS(=O)(=O)C1=CC=C(C=C1)N1C(C(CC2=CC=CC=C12)NC(OC(C)(C)C)=O)=O